N[C@@H]1[C@@H](CN(CC1)C1=C(C=NC2=CC=C(C=C12)C1=C(C(=CC=C1)C#N)O)C1=CC(=CC(=C1)F)F)C#N cis-4-Amino-1-[6-(3-cyano-2-hydroxyphenyl)-3-(3,5-difluorophenyl)chinolin-4-yl]piperidin-3-carbonitril